NC1=CC=C(C=C1)N1CN(CN(C1)C1=CC=C(C=C1)N)C1=CC=C(C=C1)N 1,3,5-tris(4-aminophenyl)-1,3,5-triazine